N-Methyl-5-[5-(1H-pyrazol-1-yl)pyrazin-2-yl]-N-(2,2,6,6-tetramethylpiperidin-4-yl)[1,3]thiazolo[5,4-d][1,3]thiazol-2-amin Hydrochlorid Cl.CN(C=1SC=2N=C(SC2N1)C1=NC=C(N=C1)N1N=CC=C1)C1CC(NC(C1)(C)C)(C)C